6-(3,4-dimethoxyphenyl)-5-methoxy-2-morpholino-N-(pyridin-3-yl)pyrimidin-4-amine COC=1C=C(C=CC1OC)C1=C(C(=NC(=N1)N1CCOCC1)NC=1C=NC=CC1)OC